4,5,6,7-tetrahydro-5-(2-methylthieno[3,2-d]pyrimidin-4-yl)-thiazolo[5,4-c]pyridin-2-amine CC=1N=C(C2=C(N1)C=CS2)N2CC1=C(CC2)N=C(S1)N